Cl.NCCCC(C(=O)O)CC1=CC(=C(C=C1)Cl)F 5-Amino-2-(4-chloro-3-fluorobenzyl)pentanoic acid hydrochloride